CN(C(C1=CC=C(C=C1)OC1=CC=C(C=C1)C(C)(C)NC(=O)NC1(CN2CCC1CC2)C)=O)C N,N-dimethyl-4-(4-(2-(3-(3-methyl-quinuclidin-3-yl)ureido)propan-2-yl)phenoxy)benzamide